ethylenediamine hydrogen fluoride salt F.C(CN)N